C(C)C(C[Si]1(C2=C(C3=C1C=CS3)SC=C2)CC(CCCC)CC)CCCC 4,4-bis(2-ethylhexyl)dithieno[3,2-b:2',3'-d]silole